C(C)(C)OC=1N=CC(=NC1)C(=O)NC=1C=CC=C2C(=CC=NC12)C=1C=NN(C1)CC(F)(F)F 5-isopropoxy-N-(4-(1-(2,2,2-trifluoroethyl)-1H-pyrazol-4-yl)quinolin-8-yl)pyrazine-2-carboxamide